ethyl 5-(tert-butyl)-2-(3-(1-(tert-butyl)-5-((4-fluoro-1,1-dioxido-2,3-dihydrobenzo[d]isothiazol-5-yl)amino)-1H-pyrazol-3-yl)cyclopentyl)oxazole-4-carboxylate C(C)(C)(C)C1=C(N=C(O1)C1CC(CC1)C1=NN(C(=C1)NC=1C=CC2=C(CNS2(=O)=O)C1F)C(C)(C)C)C(=O)OCC